N-(quinolin-6-yl)pentanamide N1=CC=CC2=CC(=CC=C12)NC(CCCC)=O